S(N)(OC[C@@H]1[C@H](C[C@@H](C1)NC1=NC=NC=C1C(=O)C=1SC(=C(C1)[C@@H]1NCCC2=CC=C(C=C12)Cl)Cl)O)(=O)=O [(1R,2S,4R)-4-{[5-({5-chloro-4-[(1R)-7-chloro-1,2,3,4-tetrahydroisoquinolin-1-yl]-2-thienyl}carbonyl)pyrimidin-4-yl]amino}-2-hydroxycyclopentyl]methyl sulfamate